CC=1C=NC2=CC=CC(=C2C1)N[C@H]1CN(CC1)CC(=O)N1[C@@H](CCC1)C#N (2S)-1-[2-[(3R)-3-[(3-methyl-5-quinolyl)amino]pyrrolidin-1-yl]acetyl]pyrrolidine-2-carbonitrile